CSNC1=CC(=C(C)C=C1)N methylthio-2,4-tolylenediamine